2-[(5-ACETYL-4-METHYL-2-PYRIMIDINYL)SULFANYL]ACETIC ACID C(C)(=O)C=1C(=NC(=NC1)SCC(=O)O)C